FC1(CC1)C(=O)N[C@@H](C(=O)N1[C@@H](C[C@H](C1)O)C(=O)NCC1=CC=C(C=C1)C1=C(N=CS1)C)C(C)(C)S (2S,4r)-1-((S)-2-(1-fluorocyclopropane-1-amido)-3-mercapto-3-methylbutanoyl)-4-hydroxy-N-(4-(4-methylthiazol-5-yl)benzyl)pyrrolidine-2-carboxamide